5'-chloro-2'-{4,6-dioxa-10,12-diazatricyclo[7.3.0.03,7]dodeca-1(9),2,7,10-tetraen-11-yl}-4-{[(1R)-1-phenylbutyl]carbamoyl}-[1,1'-biphenyl]-2-carboxylic acid ClC=1C=CC(=C(C1)C=1C(=CC(=CC1)C(N[C@H](CCC)C1=CC=CC=C1)=O)C(=O)O)C1=NC=2C=C3OCOC3=CC2N1